COCNCCNCCNCOCC(=O)O 2,12-dioxa-4,7,10-triazatetradecan-14-oic acid